2-(2-Chloro-6-methylpyridin-4-yl)-5-cyanobenzoic acid ClC1=NC(=CC(=C1)C1=C(C(=O)O)C=C(C=C1)C#N)C